C(=O)(O)\C(=C(/C(=O)O)\O)\C=C\C(=O)O carboxy-2-hydroxymuconic acid